C(C=C)N1C(N(CC=2C1=NC(=NC2)Cl)C2=C(C=CC=C2C)C)=O 1-Allyl-7-chloro-3-(2,6-dimethyl-phenyl)-3,4-dihydro-1H-pyrimido[4,5-d]pyrimidin-2-one